CN1CC(NCC1)CN (4-methyl-2-piperazinyl)methylamine